(cis)-4-aminocyclohexan-1-ol N[C@H]1CC[C@H](CC1)O